CC1=CC=C(C=C1)S(=O)(=O)OC1CCC(CC1)O (1s,4s)-4-hydroxycyclohexyl 4-methylbenzenesulfonate